ClC1=C(C=CC(=C1)O)NC(=O)NC=1C=NN(C1)C1CCCC1 1-(2-chloro-4-hydroxyphenyl)-3-(1-cyclopentyl-1H-pyrazol-4-yl)urea